((2-amino-5-bromopyridin-3-yl) amino)-2,2-dimethylpropionate NC1=NC=C(C=C1NCC(C(=O)[O-])(C)C)Br